CC1=NC(=CC(=C1C(=O)NC=1SC(=NN1)OCC1=NC(=CC=C1)CO)C1=C(C=CC=C1)OC)C methyl-N-(5-((6-(hydroxymethyl)pyridin-2-yl)methoxy)-1,3,4-thiadiazol-2-yl)-4-(2-methoxyphenyl)-6-methylpyridine-3-carboxamide